3-(4-oxopentyl)oxolane-2,5-dione O=C(CCCC1C(OC(C1)=O)=O)C